O(C1=CC=CC=C1)C(CC)Br phenoxybromopropane